N-[3-fluoro-4-[(6-methyl-7-pyridin-3-yl-1,5-naphthyridin-4-yl)oxy]phenyl]-5-(4-fluorophenyl)-6-methyl-4-oxo-1-propan-2-ylpyridine-3-carboxamide FC=1C=C(C=CC1OC1=CC=NC2=CC(=C(N=C12)C)C=1C=NC=CC1)NC(=O)C1=CN(C(=C(C1=O)C1=CC=C(C=C1)F)C)C(C)C